2-(1-(trans-4-ethoxycyclohexyl)-4-nitro-1H-pyrazol-3-yl)pyrimidine 3,8-diazabicyclo[3.2.1]Octane-3-carboxylate C12CN(CC(CC1)N2)C(=O)O.C(C)O[C@@H]2CC[C@H](CC2)N2N=C(C(=C2)[N+](=O)[O-])C2=NC=CC=N2